3-(ethyliminomethylideneamino)propyl-dimethylazanium chloride [Cl-].C(C)N=C=NCCC[NH+](C)C